O=C1NC(CCC1N1C(C2=CC=C(C=C2C1=O)N1CCC(CC1)C(=O)NC1=NC=C(C=C1)N1CCN(CC1)CC=1C=NC=2C=C(C(NC2C1)=O)CC)=O)=O 1-(2-(2,6-dioxopiperidin-3-yl)-1,3-dioxoisoindolin-5-yl)-N-(5-(4-((7-ethyl-6-oxo-5,6-dihydro-1,5-naphthyridin-3-yl)methyl)piperazin-1-yl)pyridin-2-yl)piperidine-4-carboxamide